6-(3-Methoxy-2-methylphenyl)-5-methyl-2-(1-methyl-1H-imidazol-2-yl)pyrrolo[2,1-f][1,2,4]triazin-4-ol COC=1C(=C(C=CC1)C=1C(=C2C(=NC(=NN2C1)C=1N(C=CN1)C)O)C)C